C(CCCCCCC)OC1=CC(=C(C=C1)O)N=NC1=C(C=CC=C1)O 4-octoxyazophenol